(4-(2,7-dichloro-8-fluoropyrido[4,3-d]pyrimidin-4-yl)morpholin-2-yl)methanol ClC=1N=C(C2=C(N1)C(=C(N=C2)Cl)F)N2CC(OCC2)CO